CSCOCCOC(O)=O.CC1=NC(=CC(=C1)C=1C(=NN(C1C)C=1SC(=C(N1)C1=CC=C(C=C1)C(F)(F)F)SC(C)C)C)C 2-(4-(2,6-dimethylpyridin-4-yl)-3,5-dimethyl-1H-pyrazol-1-yl)-5-(isopropylsulfanyl)-4-(4-(trifluoromethyl)phenyl)thiazole 2-(methylthiomethoxy)ethyl-carbonate